FC(C1=NC(=CC(=C1)C1=NN(C=N1)\C=C/1\C(N(C(N1CCO)=O)C)=O)C(F)(F)F)(F)F (Z)-5-((3-(2,6-bis(trifluoromethyl)pyridin-4-yl)-1H-1,2,4-triazol-1-yl)methylene)-1-(2-hydroxyethyl)-3-methylimidazoline-2,4-dione